Cl.Cl.FC1=C(C=CC(=C1)[C@@H]1NC[C@H](C1)O)C=1N=C2SC3=C(N2C1)C=C(C(=C3)C(=O)NC3CCN(CC3)C)OC 2-(2-fluoro-4-((trans)-4-hydroxypyrrolidin-2-yl)phenyl)-6-methoxy-N-(1-methylpiperidin-4-yl)benzo[d]imidazo[2,1-b]thiazole-7-carboxamide dihydrochloride